2,3,4-hexanetriol CC(C(C(CC)O)O)O